C(#N)C1=CC=C(C=C1)C1=CC(=CC=2N1N=CN2)S(=O)(=O)NCCN(C)C 5-(4-cyanophenyl)-N-[2-(dimethylamino)ethyl]-[1,2,4]triazolo[1,5-a]pyridine-7-sulfonamide